2-(2-((cyclopropylmethyl)amino)pyridin-4-yl)-N-(3-(difluoromethyl)-1-(Piperidin-4-yl)-1H-pyrazol-4-yl)oxazole-4-carboxamide C1(CC1)CNC1=NC=CC(=C1)C=1OC=C(N1)C(=O)NC=1C(=NN(C1)C1CCNCC1)C(F)F